C(C1=CC=CC=C1)[C@@H]1N(C(OC1)=O)C([C@H](CCCCCCCCCCCC)C)=O (S)-4-benzyl-3-((S)-2-methyl-n-tetradecanoyl)oxazolidinone